tert-Butyl 4-(4-cyano-3-methoxy-phenyl)-4-fluoro-piperidine-1-carboxylate C(#N)C1=C(C=C(C=C1)C1(CCN(CC1)C(=O)OC(C)(C)C)F)OC